IC1=CN([C@H]2C[C@](O)([C@@H](CO[Si](C)(C)C(C)(C)C)O2)CSSC(C)(C)C)C=2N=CN=C(C12)N 7-deaza-7-iodo-5'-O-tert-butyldimethylsilyl-3'-(tert-butyldithiomethyl)-2'-deoxyadenosine